(7R)-7-[[6-[bis(2-trimethylsilylethoxymethyl)sulfamoyl]-3-pyridyl]amino]-3-cyclopropyl-N-(2-fluoro-2-methyl-propyl)-7,8-dihydro-6H-cyclopenta[g]isoquinoline-5-sulfonamide C[Si](CCOCN(S(=O)(=O)C1=CC=C(C=N1)N[C@@H]1CC=2C(=C(C=3C=C(N=CC3C2)C2CC2)S(=O)(=O)NCC(C)(C)F)C1)COCC[Si](C)(C)C)(C)C